Racemic-1-(1-(7,8-difluoro-1-oxo-1,2-dihydroisoquinolin-4-yl)ethyl)-3-(2-fluorophenyl)-1-methylurea FC1=CC=C2C(=CNC(C2=C1F)=O)[C@@H](C)N(C(=O)NC1=C(C=CC=C1)F)C |r|